6,7-dimethyl-2,3-dihydro-1H-pyrrolo[3,4-c]pyridine, hydrochloride Cl.CC1=C(C2=C(C=N1)CNC2)C